C12(CC(C1)C2)N2C(C(NC=C2)=O)=O 1-(bicyclo[1.1.1]pentan-1-yl)-1,4-dihydropyrazine-2,3-dione